benzyl 4-(chloromethoxy)piperidine-1-carboxylate ClCOC1CCN(CC1)C(=O)OCC1=CC=CC=C1